C(C)(C)(C)[C@@H]1CC=2C=C3C(=NC2CC1)SC(=N3)C(=O)N[C@H](CCN3CCC(CC3)O)C3=CC=C(C=C3)C3=C(C=NC=C3)N |r| rac-(7S)-7-tert-butyl-N-[rac-(1R)-1-[4-(3-amino-4-pyridyl)phenyl]-3-(4-hydroxy-1-piperidyl)propyl]-5,6,7,8-tetrahydrothiazolo[5,4-b]quinoline-2-carboxamide